5-bromo-2-((1-methylpyrrolidin-3-yl)oxy)aniline BrC=1C=CC(=C(N)C1)OC1CN(CC1)C